ethoxy-(pentafluoro)-cyclotriphosphazene C(C)OP1(=NP(=NP(=N1)(F)F)(F)F)F